methyl 2-(3-((tert-butoxycarbonyl)(methyl)amino)azetidin-1-yl)-6-methylpyrimidine-4-carboxylate C(C)(C)(C)OC(=O)N(C1CN(C1)C1=NC(=CC(=N1)C(=O)OC)C)C